tris(t-butylphosphine) palladium (0) [Pd].C(C)(C)(C)P.C(C)(C)(C)P.C(C)(C)(C)P